rac-(4R,5R)-5-amino-4,5,6,7-tetrahydropyrazolo[1,5-a]pyridin-4-ol N[C@H]1[C@H](C=2N(CC1)N=CC2)O |r|